CC1=C(C=NC=C1)C1=CC2=C(NC=N2)C=C1 5-(4-methylpyridin-3-yl)-1H-benzo[d]imidazole